C(C1=CC=CC=C1)OC([C@H]([C@H]([C@@H]([C@H](C=O)O)O)O)O)=O D-glucuronic acid benzyl ester